(R)-3-(8-((1r,4R)-4-(4-(1-(3-amino-6-(2-hydroxyphenyl)pyridazin-4-yl)-1H-pyrazol-4-yl)-3-oxopiperazin-1-yl)cyclohexyl)-2,3-dihydro-4H-benzo[b][1,4]oxazin-4-yl)piperidine-2,6-dione NC=1N=NC(=CC1N1N=CC(=C1)N1C(CN(CC1)C1CCC(CC1)C1=CC=CC2=C1OCCN2[C@H]2C(NC(CC2)=O)=O)=O)C2=C(C=CC=C2)O